COC(=O)C=1C=C(C=2N(C1)C=CN2)NC(=O)OC(C)(C)C 8-(tert-Butoxycarbonylamino)imidazo[1,2-a]pyridine-6-carboxylic acid methyl ester